N-(2-chloroethyl)-2'-fluoro-6'-methoxy-[1,1'-biphenyl]-4-sulfonamide ClCCNS(=O)(=O)C1=CC=C(C=C1)C1=C(C=CC=C1OC)F